(2R,3S)-3-((2-(2-ethoxy-7-methylquinoxalin-5-yl)-5-fluorobenzo[d]thiazol-6-yl)oxy)butan-2-yl (2-(2-((bis(2-(trimethylsilyl)ethoxy)phosphoryl)oxy)ethyl) pyrimidin-5-yl)carbamate C[Si](CCOP(=O)(OCC[Si](C)(C)C)OCCC1=NC=C(C=N1)NC(O[C@H](C)[C@H](C)OC1=CC2=C(N=C(S2)C2=C3N=CC(=NC3=CC(=C2)C)OCC)C=C1F)=O)(C)C